C(C)(C)(C)OC(=O)N1C(CCCC1)CC1=NC(=CC=C1)CO ((6-(hydroxymethyl)pyridin-2-yl)methyl)piperidine-1-carboxylic acid tert-butyl ester